IC=1C=C(C=CC1NCC=C(C)C)C1CN(C(CO1)(C)C)C(=O)OC(C)(C)C tert-butyl 2-(3-iodo-4-((3-methylbut-2-en-1-yl) amino) phenyl)-5,5-dimethylmorpholine-4-carboxylate